Cl.Cl.N1(CCCC1)CC1(CC1)N 1-(pyrrolidin-1-ylmethyl)cyclopropan-1-amine dihydrochloride